[O-2].C(CCC)C([Mg+])CCCC.[Li+] lithium dibutyl-(methyl)magnesium oxide